CC=1C=C2C=NC(=NC2=CC1C1CCN(CC1)CCC#N)NC=1C=NN(C1C)C1(CC1)C 3-(4-(6-methyl-2-((5-methyl-1-(1-methylcyclopropyl)-1H-pyrazol-4-yl)amino)quinazolin-7-yl)piperidin-1-yl)propionitrile